2-(4-(dibutylamino)-2-hydroxyphenyl)-4-(4-(dibutyliminio)-2-hydroxycyclohexa-2,5-dienylidene)-3-oxocyclobut-1-enolate C(CCC)N(C1=CC(=C(C=C1)C1=C(C(C1=O)=C1C(=CC(C=C1)=[N+](CCCC)CCCC)O)[O-])O)CCCC